4,4'-bis(2,2-dip-tolylvinyl)biphenyl C1(=CC=C(C=C1)C(=CC1=CC=C(C=C1)C1=CC=C(C=C1)C=C(C1=CC=C(C=C1)C)C1=CC=C(C=C1)C)C1=CC=C(C=C1)C)C